(2,3-dimethoxyphenyl)methanol COC1=C(C=CC=C1OC)CO